(R)-2-ethyl-oxirane C(C)[C@H]1OC1